CC1CCC2=C(C1=O)C2(C)C carenone